IC1=CC=C(C=C1)N1CC2(C1)CN(C2)C 2-(4-iodophenyl)-6-methyl-2,6-diazaspiro[3.3]heptane